ClC1=NC=C2N(C(N(C2=N1)C1CCCCC1)=O)C 2-chloro-9-cyclohexyl-7-methyl-7,9-dihydro-8H-purin-8-one